2-(1-(tert-butoxycarbonyl)azetidin-3-yl)acetic acid C(C)(C)(C)OC(=O)N1CC(C1)CC(=O)O